(Z)-1-(4-fluorophenyl)-1,4-diphenyl-1-butene-3-yne FC1=CC=C(C=C1)\C(=C/C#CC1=CC=CC=C1)\C1=CC=CC=C1